BrC=1C=CC(=C(CN2N=C(N=N2)C2=CC=CC(=N2)[C@@](CS(=O)(=O)N)(C)O)C1)F (R)-2-(6-(2-(5-bromo-2-fluorobenzyl)-2H-tetrazol-5-yl)pyridin-2-yl)-2-hydroxypropane-1-sulfonamide